CC([C@@H](C(=O)N[C@H](C(N[C@H](C=O)C[C@H]1C(NCC1)=O)=O)CC(C)C)NC(OCC1=CC=CC=C1)=O)C benzyl ((S)-3-methyl-1-(((S)-4-methyl-1-oxo-1-(((S)-1-oxo-3-((S)-2-oxopyrrolidin-3-yl)propan-2-yl)amino)pentan-2-yl)amino)-1-oxobutan-2-yl)carbamate